(E)-1-(4-Bromophenyl)-3-[4-[4-(2-hydroxyethyl)piperazin-1-yl]phenyl]prop-2-en-1-one BrC1=CC=C(C=C1)C(\C=C\C1=CC=C(C=C1)N1CCN(CC1)CCO)=O